N-(3-(4-fluorophenyl)pyrrolidin-3-yl)-4-isopropoxy-benzenesulfonamide FC1=CC=C(C=C1)C1(CNCC1)NS(=O)(=O)C1=CC=C(C=C1)OC(C)C